5-[4-(Difluoromethoxy)benzenesulfonyl]-N-[(3-methoxyphenyl)methyl]-1H,2H,3H,4H,5H,6H-pyrrolo[3,4-c]pyrrole-2-carboxamide FC(OC1=CC=C(C=C1)S(=O)(=O)N1CC2=C(C1)CN(C2)C(=O)NCC2=CC(=CC=C2)OC)F